2-(2-(but-3-ynyl)-1,3-dioxolan-2-yl)ethanol C(CC#C)C1(OCCO1)CCO